α-pentenylglycine C(=CCCC)C(N)C(=O)O